4-[(3-chloro-4-fluorophenyl)amino]-6-{[4-(N,N-diethylamino)-1-oxo-2-buten-1-yl]amino}-7-cyclopropylmethoxy-quinazoline ClC=1C=C(C=CC1F)NC1=NC=NC2=CC(=C(C=C12)NC(C=CCN(CC)CC)=O)OCC1CC1